(S)-2-((2-((S)-4-(difluoromethyl)-2-oxo-1,3-thiazepan-3-yl)-8-fluoro-5,6-dihydrobenzo[f]imidazo[1,2-d][1,4]oxazepin-9-yl)amino)propanamide FC([C@H]1N(C(SCCC1)=O)C=1N=C2N(CCOC3=C2C=CC(=C3F)N[C@H](C(=O)N)C)C1)F